CS(=O)(=O)C(C)(C)C=1N=C(N=C2N3[C@H](COC[C@H]3COC12)C)C1=C2C(=NC=C1NC)NC=C2 4-[(10S,14S)-6-(2-methanesulfonylpropan-2-yl)-14-methyl-8,12-dioxa-1,3,5-triazatricyclo[8.4.0.0^2,7]tetradeca-2,4,6-trien-4-yl]-N-methyl-1H-pyrrolo[2,3-b]pyridin-5-amine